FC1(CC(C1)CNC(=O)C=1C=NN2C1C=C(C=C2)C2=CNC=1N=C(N=CC12)NCC1CCC(CC1)(F)F)F N-((3,3-difluorocyclobutyl)methyl)-5-(2-(((4,4-difluorocyclohexyl)methyl)amino)-7H-pyrrolo[2,3-d]pyrimidin-5-yl)pyrazolo[1,5-a]pyridine-3-carboxamide